(Z)-5-Tetradecenal C(CCC\C=C/CCCCCCCC)=O